C1(CC1)C(CN1C2=NC(=NC(=C2N=C1)N/N=C/C1=CC(=CC=C1)C)N1CCOCC1)=O (E)-1-cyclopropyl-2-(6-(2-(3-methylbenzylidene)hydrazinyl)-2-morpholino-9H-purin-9-yl)ethan-1-one